diammonium propylene bromide C(C(C)Br)Br.[NH4+].[NH4+]